ClC1=C(C(=CC=2C(=CCCC12)C=1C=C2C(=NC1)N(N=C2)C2OCCCC2)C#N)OCCC 4-chloro-3-propoxy-8-(1-(tetrahydro-2H-pyran-2-yl)-1H-pyrazolo[3,4-b]pyridin-5-yl)-5,6-dihydronaphthalene-2-carbonitrile